C1(CCCC1)N1C(N(C(C1=O)=CC1=CC=C(C=C1)N(C)C)C)=[Se] 3-cyclopentyl-5-(4-(dimethylamino)benzylidene)-1-methyl-2-selenoxoimidazolidin-4-one